C(C)(C)C1=C(C(=CC=C1)C(C)C)NS(=O)C(C)(C)C N-(2,6-diisopropylphenyl)-2-methylpropane-2-sulfinamide